5-hydrazinyl-9-nitro-3H-spiro[benzo[f][1,4]oxazepine-2,1'-cyclopropane] N(N)C1=NCC2(CC2)OC2=C1C=CC=C2[N+](=O)[O-]